rel-(4-(5-methyl-7H-pyrrolo[2,3-d]pyrimidin-4-yl)-3,4-dihydro-2H-1,4-thiazin-6-yl)((3aS,7aS)-octahydro-4H-pyrrolo[3,2-b]pyridin-4-yl)methanone hydrochloride Cl.CC1=CNC=2N=CN=C(C21)N2CCSC(=C2)C(=O)N2[C@@H]1[C@H](CCC2)NCC1 |o1:20,21|